2-[6-(3-fluoro-4-methoxyphenyl)-5-methylpyridin-2-yl]ethanone FC=1C=C(C=CC1OC)C1=C(C=CC(=N1)CC=O)C